CP(=O)(C)C=1C=CC(=NC1)CC1CC2(CN(C2)C(=O)OC(C)(C)C)C1 Tert-Butyl 6-[(5-dimethylphosphoryl-2-pyridyl)methyl]-2-azaspiro[3.3]heptane-2-carboxylate